isopentadecyl ether C(CCCCCCCCCCCC(C)C)OCCCCCCCCCCCCC(C)C